NC1=C2C(=C3C(=N1)C=C(N3)C(=O)N(CC3=NC=C(C=C3)C(F)(F)F)CC3=NC=CC=C3F)CO[C@@H]2C (R)-5-amino-N-((3-fluoropyridin-2-yl)methyl)-6-methyl-N-((5-(trifluoromethyl)pyridin-2-yl)methyl)-6,8-dihydro-1H-furo[3,4-d]pyrrolo[3,2-b]pyridine-2-carboxamide